(7-fluoro-2-formyl-indan-5-yl)-2-morpholino-acetamide FC=1C=C(C=C2CC(CC12)C=O)C(C(=O)N)N1CCOCC1